C(C)OC(=O)C1=NN(C2=CC=CC(=C2C1=O)Br)C=1C=NC=C(C1)Cl 5-bromo-1-(5-chloro-3-pyridinyl)-4-oxo-cinnoline-3-carboxylic acid ethyl ester